C(C)(C)(C)OC(=O)N1C(O[C@H]([C@@H]1C1=CC=CC=C1)C(=O)O)(C)C (2R,4S,5R)-3-tert-butoxycarbonyl-2,2-dimethyl-4-phenyl-1,3-oxazolidine-5-carboxylic acid